7-(pyridin-3-yl)-5,6,7,8-tetrahydroimidazo[1,2-a]pyrazine N1=CC(=CC=C1)N1CC=2N(CC1)C=CN2